tert-Butyl 6-(4-fluoropiperidin-1-yl)quinoline-4-carboxylate FC1CCN(CC1)C=1C=C2C(=CC=NC2=CC1)C(=O)OC(C)(C)C